tert-butyl N-(cyclobutylmethyl)-N-[(3R)-1-[6-[1-[(4-oxopyrido[1,2-a]pyrimidine-2-carbonyl)amino]ethyl] pyridazin-3-yl]-3-piperidyl]carbamate C1(CCC1)CN(C(OC(C)(C)C)=O)[C@H]1CN(CCC1)C=1N=NC(=CC1)C(C)NC(=O)C=1N=C2N(C(C1)=O)C=CC=C2